Cl.C12(CNCC(C1)C2)O 3-azabicyclo[3.1.1]heptan-1-ol hydrochloride